BrC=1C2=C(C3=C(N=C(N=C3C1F)OC[C@]13CCCN3C[C@@H](C1)F)NCC1=NC(=NN1)C1CC1)COC2 6-Bromo-N-((3-cyclopropyl-1H-1,2,4-triazol-5-yl)methyl)-5-fluoro-3-(((2R,7aS)-2-fluorotetra-hydro-1H-pyrrolizin-7a(5H)-yl)methoxy)-7,9-dihydrofuro[3,4-f]quinazolin-1-amine